tert-butyl 4-[2-[3-[2-(6-methyl-7-oxo-1H-pyrrolo[2,3-c]pyridin-4-yl)phenoxy]phenoxy]ethoxy]piperidine-1-carboxylate CN1C(C2=C(C(=C1)C1=C(OC=3C=C(OCCOC4CCN(CC4)C(=O)OC(C)(C)C)C=CC3)C=CC=C1)C=CN2)=O